morpholin-one N1C(COCC1)=O